C(C)(C)C1=NC2=C(C(NCC23CC3)=O)N1C 2'-Isopropyl-3'-methyl-5',6'-dihydrospiro[cyclopropane-1,7'-imidazo[4,5-c]pyridin]-4'(3'H)-one